FC(CCCN1N=C(C2=CC=CC(=C12)O)C(F)(F)F)(F)F 1-(4,4,4-trifluorobutyl)3-(trifluoromethyl)-1H-indazole-7-ol